CC1=CC=C(C=C1)S(=O)(=O)O.C(C)OC1=NC(=NC=C1C(=O)NC1=CC2=CN(N=C2C(=C1)OC)C)N1C[C@@H](CC1)NC (R)-4-ethoxy-N-(7-methoxy-2-methyl-2H-indazol-5-yl)-2-(3-(methylamino)pyrrolidin-1-yl)pyrimidine-5-carboxamide 4-methylbenzenesulfonate